2-[[(1R)-1-[6-methyl-2-(2-methylindol-5-yl)-4-oxo-chromen-8-yl]ethyl]amino]benzoic acid CC=1C=C2C(C=C(OC2=C(C1)[C@@H](C)NC1=C(C(=O)O)C=CC=C1)C=1C=C2C=C(NC2=CC1)C)=O